CNC(=O)C=1N=NN(C1)[C@@H]1CNC[C@H]1OCC1=CC=C(C=C1)C(F)(F)F N-methyl-1-(trans-4-(4-(trifluoromethyl)benzyloxy)pyrrolidin-3-yl)-1H-1,2,3-triazole-4-carboxamide